N1C(=NC=C1)C1CCN(CC1)C(=O)C1=CC=C(C=C1)OC1=CC=CC=C1 [4-(1H-imidazol-2-yl)-1-piperidyl]-(4-phenoxyphenyl)methanone